C1(=CC=CC=C1)C=1C(=NC=CC1)C1=C(C(=CC=C1)C([2H])([2H])[2H])F phenyl-((methyl-d3)fluorophenyl)pyridine